OC1(CC(C1)NC1=C(C#N)C=C(C=C1C(F)(F)F)B1OC(C(O1)(C)C)(C)C)C 2-{[(cis)-3-hydroxy-3-methylcyclobutyl]amino}-5-(4,4,5,5-tetramethyl-1,3,2-dioxaborolan-2-yl)-3-(trifluoromethyl)benzonitrile